ethyl 2-((6-(1-methyl-1H-pyrazol-3-ylthio)-1-oxophthalazin-2(1H)-yl)methyl)benzoate CN1N=C(C=C1)SC=1C=C2C=NN(C(C2=CC1)=O)CC1=C(C(=O)OCC)C=CC=C1